O1CCN(CC1)C=1C=2N(C=C(N1)N/N=C/C=1C=C(C=CC1)C)C=C(N2)C(=O)NC2NCCCC2 8-morpholino-6-[(2E)-2-(m-tolylmethylene)hydrazino]-N-(2-piperidyl)imidazo[1,2-a]pyrazine-2-carboxamide